FC=1C=CC(=NC1)NC1=NC=C(C(=C1)NC=1C(=C(C(=O)O)C=CC1)OC)C(NC)=O 3-((2-((5-Fluoropyridin-2-yl)amino)-5-(methylcarbamoyl)pyridin-4-yl)amino)-2-methoxybenzoic acid